rac-(1S,2S)-(2-chloropyridin-3-yl)cyclopropane-1-carboxylic acid ethyl ester sodium hydride [H-].[Na+].C(C)OC(=O)C1(CC1)C=1C(=NC=CC1)Cl